ethyl 2-(4-amino-6-(furan-2-yl)-9H-pyrimido[4,5-b]indol-9-yl)acetate NC1=NC=NC=2N(C3=CC=C(C=C3C21)C=2OC=CC2)CC(=O)OCC